2,2,2-Trifluoro-N-((2S,4R)-1-((S)-10-methoxy-10-((2-oxo-4-phenylpyridin-1(2H)-yl)methyl)-7-azaspiro[4.5]decane-7-carbonyl)-2-phenylpiperidin-4-yl)-N-methylacetamide FC(C(=O)N(C)[C@H]1C[C@H](N(CC1)C(=O)N1CC2(CCCC2)[C@@](CC1)(CN1C(C=C(C=C1)C1=CC=CC=C1)=O)OC)C1=CC=CC=C1)(F)F